C1(CC1)C1=CC(=NN1)NC1=NC(=NC=C1)N1CC2(C1)CCN(C2)C N-(5-cyclopropyl-1H-pyrazol-3-yl)-2-(7-methyl-2,7-diazaspiro[3.4]oct-2-yl)pyrimidin-4-amine